OC(CCCCCC(=O)OC(CCCCCCCC)CCCCCCCC)CN(CCCO)CC(CCCC(OCCCCCCCCCCC)=O)O heptadecan-9-yl 7-hydroxy-8-{[2-hydroxy-6-oxo-6-(undecyloxy)hexyl](3-hydroxypropyl) amino}octanoate